N-fluorenylmethoxycarbonyl-O-tert-butyl-L-serine C1(=CC=CC=2C3=CC=CC=C3CC12)COC(=O)N[C@@H](COC(C)(C)C)C(=O)O